C1(=CC=CC=C1)C1=C(C(=C(C(=C1O)C1=CC=CC=C1)C1=CC=CC=C1)C1=CC=CC=C1)C1=CC=CC=C1 penta(phenyl)phenol